methyl 2-(6-(chloromethyl)-5-((1-cyanocyclopropyl)methyl)pyridin-3-yl)cyclopropane-1-carboxylate ClCC1=C(C=C(C=N1)C1C(C1)C(=O)OC)CC1(CC1)C#N